COC(C1=C(C=C(C(=C1)Cl)OCC1=CC=CC=C1)OCC1=CC=CC=C1)=O 2,4-bis(benzyloxy)-5-chlorobenzoic acid methyl ester